tert-butyl N-[2-[7-bromo-3-(2,6-dibenzyloxy-3-pyridyl)-2-oxo-benzimidazol-1-yl]ethyl]carbamate BrC1=CC=CC2=C1N(C(N2C=2C(=NC(=CC2)OCC2=CC=CC=C2)OCC2=CC=CC=C2)=O)CCNC(OC(C)(C)C)=O